ClC1=CC=C(C=C1)CNC(=O)C=1C(=NC(=CC1C)N1CCOCC1)C(C)C N-[(4-Chlorophenyl)-methyl]-2-isopropyl-4-methyl-6-morpholin-4-yl-pyridine-3-carboxylic acid amide